C(C1=CC=CC=C1)[C@H]1N(CCC1)C1=NC(=CC(N1)=O)N1C[C@H](OCC1)C 2-((S)-2-benzylpyrrolidin-1-yl)-6-((R)-2-methylmorpholino)pyrimidin-4(3H)-one